C(C)(C)(C)OC(=O)NC1=CN=C(S1)C=1CCN(CC1)C(=O)OC(C)(C)C Tert-butyl 4-(5-((tert-butoxycarbonyl)amino)thiazol-2-yl)-3,6-dihydropyridine-1(2H)-carboxylate